ClC(=CCl)Cl 1,1,2-trichloroethylene